1-(4-(2-ethyl-6-(2-methoxyphenyl)-2H-indazol-3-yl)piperazin-1-yl)prop-2-en-1-one zinc-aluminum-magnesium [Mg].[Al].[Zn].C(C)N1N=C2C=C(C=CC2=C1N1CCN(CC1)C(C=C)=O)C1=C(C=CC=C1)OC